FC1=C(C=C(C=C1)NC(=O)N(C([2H])([2H])[2H])C([2H])([2H])[2H])N1N=C2N=CC(=CC2=C1)C(C)C 1-{4-fluoro-3-[5-(propan-2-yl)-2H-pyrazolo[3,4-b]Pyridin-2-yl]Phenyl}-3,3-bis(2H3)Methyl-urea